2-(6-Oxo-5-(trifluoromethyl)-1,6-dihydropyridin-3-yl)ethyl (2R,5S)-2,5-dimethyl-4-(5-(trifluoromethyl)pyrimidin-2-yl)piperazine-1-carboxylate C[C@H]1N(C[C@@H](N(C1)C1=NC=C(C=N1)C(F)(F)F)C)C(=O)OCCC1=CNC(C(=C1)C(F)(F)F)=O